tert-butyl 2'-(isoquinolin-4-yl)-5',6'-dihydrospiro[azetidine-3,4'-pyrrolo[1,2-b]pyrazole]-1-carboxylate C1=NC=C(C2=CC=CC=C12)C=1C=C2N(N1)CCC21CN(C1)C(=O)OC(C)(C)C